FC1(C(C(CNC1)O)OC)F rac-5,5-difluoro-4-methoxy-piperidin-3-ol